FC(OC1=CC=C(C=C1)C(C)N1N=CN2C(C1=O)=C1C(=N2)C[C@H](N(C1)C(=O)OC(C)(C)C)C)F (8R)-tert-Butyl 2-(1-(4-(difluoromethoxy)phenyl)ethyl)-8-methyl-1-oxo-1,2,7,8-tetrahydropyrido[4',3':3,4]pyrazolo[1,5-d][1,2,4]triazine-9(10H)-carboxylate